ClC1=NC(=C(C(=N1)Cl)C(OC)OC)Cl 2,4,6-trichloro-5-(dimethoxymethyl)pyrimidine